(S)-2-((6-(1-hydroxyethyl)pyridin-2-yl)methyl)-6-((1-methyl-1H-pyrazol-4-yl)sulfonyl)phthalazin-1(2H)-one O[C@@H](C)C1=CC=CC(=N1)CN1C(C2=CC=C(C=C2C=N1)S(=O)(=O)C=1C=NN(C1)C)=O